C1(=CC=CC=C1)CC(=O)OC1COCC1 tetrahydrofuran-3-yl 2-phenylacetate